methyl (R)-4-(3-(dimethoxymethyl)pyrrolidin-1-yl)-2-formylbenzoate COC([C@H]1CN(CC1)C1=CC(=C(C(=O)OC)C=C1)C=O)OC